6-(7-Chloro-1H-benzo[d]imidazole-2-carbonyl)-5,6,7,8-tetrahydro-1,6-naphthyridine-5-carbonitrile hydrochloride Cl.ClC1=CC=CC2=C1NC(=N2)C(=O)N2C(C=1C=CC=NC1CC2)C#N